7-fluoro-8-hydroxy-2,3-dihydro-1H-phenalen-1-one FC1=C2C=CC=C3CCC(C(C=C1O)=C32)=O